N,N-dimethyl-aminoformamide CN(C(=O)N)C